COC1=CC(=C(C=C1OC)NC(=O)C=1OC2=CC=CC=C2C(C1)=O)C(NC1=CC=C(C=C1)CCN(CC=1C=C2C=NN(C2=CC1)C)CC=1C=NC=C(C1)OCCOC)=O N-(4,5-Dimethoxy-2-((4-(2-(((5-(2-methoxyethoxy)pyridin-3-yl)methyl)((1-methyl-1H-indazol-5-yl)methyl)amino)ethyl)phenyl)carbamoyl)phenyl)-4-oxo-4H-chromene-2-carboxamide